N=1N=C(N2C1CCC21CC1)C1=CC=CC(=N1)NC(C1=C(N=CC(=C1)F)OC)=O N-(6-(6',7'-dihydrospiro[cyclopropane-1,5'-pyrrolo[2,1-c][1,2,4]triazol]-3'-yl)pyridin-2-yl)-5-fluoro-2-methoxynicotinamide